O=C1NC(CCC1N1C(C2=CC=CC(=C2C1=O)SCCOCCOCC(=O)N1CCC(CC1)C1=CC=C(C(=O)N2CCC(CC2)CCCCNC(\C=C\C=2C=NC=CC2)=O)C=C1)=O)=O (E)-N-(4-(1-(4-(1-(2-(2-(2-((2-(2,6-dioxopiperidin-3-yl)-1,3-Dioxoisoindoline-4-yl)thio)ethoxy)ethoxy)acetyl)piperidin-4-yl)benzoyl)piperidin-4-yl)butyl)-3-(pyridin-3-yl)acrylamide